3-(4-(4-(4-(2-(6,6-dimethyl-4,5,6,7-tetrahydro-1H-indazol-3-yl)-1H-indole-6-carbonyl)piperazin-1-yl)butyl)phenyl)piperidine-2,6-dione CC1(CCC=2C(=NNC2C1)C=1NC2=CC(=CC=C2C1)C(=O)N1CCN(CC1)CCCCC1=CC=C(C=C1)C1C(NC(CC1)=O)=O)C